N1N=CC(=C1)C1=CC=C(C=C1)N1N=C(C=C1C1=CC(=C(C#N)C=C1)F)N 4-(1-(4-(1H-pyrazol-4-yl)phenyl)-3-amino-1H-pyrazol-5-yl)-2-fluorobenzonitrile